F[C@@H]1CC(N(C1)C=1N=C(N2C1[C@H](N(CC2)C(C2=CC=C(C=C2)F)=O)C)C2=NC(=NS2)C)=O (R)-4-Fluoro-1-[(R)-7-(4-fluorobenzoyl)-8-methyl-3-(3-methyl-1,2,4-thiadiazole-5-yl)-5,6,7,8-tetrahydroimidazo[1,5-a]pyrazin-1-yl]pyrrolidin-2-one